C(Cl)(Cl)Cl.[Pd].[Pd] dipalladium (0) chloroform